(1R,2S)-2-Hydroxy-1,2,3,4-tetrahydronaphthalin-1-yl-carbamat O[C@@H]1[C@@H](C2=CC=CC=C2CC1)NC([O-])=O